di(cyclopentadienyl)-bis[2,6-difluoro-3-((2,5-dimethyl-3-(1,3-dioxolan-2-yl)-1H-pyrrol-1-yl)methyl)phenyl]titanium C1(C=CC=C1)[Ti](C1=C(C(=CC=C1F)CN1C(=C(C=C1C)C1OCCO1)C)F)(C1=C(C(=CC=C1F)CN1C(=C(C=C1C)C1OCCO1)C)F)C1C=CC=C1